tripalmitoyl-S-glyceryl-cysteine CCCCCCCCCCCCCCCC(=O)[C@@](C(=O)O)(C(C(=O)CCCCCCCCCCCCCCC)(C(=O)CCCCCCCCCCCCCCC)SCC(CO)O)N